C1(CC1)C(=O)NC=1C(=C(N=NC1)C(=O)NC([2H])([2H])[2H])NC1=C2N(C3(C=4N(C2=CC=C1)N=C(N4)C)CC3)C (cyclopropanecarboxamido)-4-((2',5'-dimethyl-5'H-spiro[cyclopropane-1,4'-[1,2,4]triazolo[1,5-a]quinoxalin]-6'-yl)amino)-N-(methyl-d3)pyridazine-3-carboxamide